2-((1-oxo-2-propenyl)oxy)-N,N,N-trimethylethylammonium chloride [Cl-].O=C(C=C)OCC[N+](C)(C)C